NC1=NC=2CC[C@@H]([C@H](C2C=C1)O)[C@@H]1N2C(C3=CC=CC=C13)=CN=C2 (5R,6R)-2-amino-6-((s)-5H-imidazo[5,1-a]isoindol-5-yl)-5,6,7,8-tetrahydroquinolin-5-ol